5-(2-chlorophenoxy)-3-((4-(trifluoromethoxy)benzyl)amino)-4H-benzo[e][1,2,4]thiadiazine 1,1-dioxide ClC1=C(OC2=CC=CC3=C2NC(=NS3(=O)=O)NCC3=CC=C(C=C3)OC(F)(F)F)C=CC=C1